FC(C=1N=CC(=NC1)C(C)NC[C@H](C)O)(F)F (2S)-1-((1-(5-(trifluoromethyl)pyrazin-2-yl)ethyl)amino)propan-2-ol